COC(C(=C)C=1C=NC(=CC1)C1=NN(C(=C1C#N)N)C(C(F)(F)F)C)=O.OC1CCC(CC1)O 1,4-dihydroxycyclohexane Methyl-2-(6-[5-amino-4-cyano-1-[1,1,1-trifluoropropan-2-yl]pyrazol-3-yl]pyridin-3-yl)prop-2-enoate